2-(benzo[d][1,3]dioxan-5-yl)-N-(4-bromobenzyl)acetamide O1COCC2=C1C=CC=C2CC(=O)NCC2=CC=C(C=C2)Br